C1CC1COC(C2=CC(=CC=C2)NC(=O)C3=CC(=NN3C4=CC=CC(=C4)CN)C(F)(F)F)C5=CC=CC=N5 (+)-1-(3-(aminomethyl)phenyl)-N-(3-((cyclopropylmethoxy)(pyridin-2-yl)methyl)-phenyl)-3-(trifluoromethyl)-1H-pyrazole-5-carboxamide